C1(CCC1)C=1C(=NN(C1NC(C[C@H]1C(C(C1)(F)F)(F)F)=O)C)CC1CCC1 (R)-N-(4-cyclobutyl-3-(cyclobut-ylmethyl)-1-methyl-1H-pyrazol-5-yl)-2-(2,2,3,3-tetrafluorocyclobutyl)acetamide